CC=1C(=NC=C(C1)CC1=CC(=CC=C1)Cl)N methyl-5-(3-chlorobenzyl)pyridin-2-amine